CC1=C(C2=C(N=CN=C2NC2(CC2)C)O1)C(=O)C=1NC(C2=C(N1)CNCC2)=O (6-methyl-4-((1-methylcyclopropyl)amino)furo[2,3-d]pyrimidine-5-carbonyl)-5,6,7,8-tetrahydropyrido[3,4-d]pyrimidin-4(3H)-one